ClS(=NC(OC(C)(C)C)=O)(=O)C1=CN=C(S1)C(C)(C)O tert-butyl N-[chloro[2-(2-hydroxypropan-2-yl)-1,3-thiazol-5-yl]oxo-λ6-sulfanylidene]carbamate